sodium potassium titanium(IV) biscatecholate C=1([O-])C([O-])=CC=CC1.C=1([O-])C([O-])=CC=CC1.[Ti+4].[K].[Na]